ClC=1C(=C2C=NNC2=C(C1F)C=O)C=1N=CC=2N(C1)C=C(N2)NC(=O)[C@H]2[C@H](C2)F (1S,2S)-N-(6-(5-chloro-6-fluoro-7-formyl-1H-indazol-4-yl)imidazo[1,2-a]pyrazin-2-yl)-2-fluorocyclopropane-1-carboxamide